(R)-3-hydroxy-4-chlorobutyric acid ethyl ester C(C)OC(C[C@H](CCl)O)=O